Cl.NO hydroxylamine-HCl salt